C(O[C@H](CNC(=O)OC(C)(C)C)CN(C(=O)OC(C)(C)C)CC[C@@H](CO[Si](C)(C)C(C)(C)C)NC(=O)OCC1=CC=CC=C1)(OC(C)(C)C)=O [(1R)-1-[[[(3S)-3-(benzyloxycarbonylamino)-4-[tertbutyl(dimethyl)silyl]oxy-butyl]-tert-butoxycarbonyl-amino]methyl]-2-(tert-butoxycarbonylamino)ethyl] tert-butyl carbonate